OCC1=CC=C(C=C1)C1=NC=CC=C1 2-(4-hydroxymethylphenyl)pyridine